NC1=C(N=CC(=N1)C1=C(C=C2C(N(C=NC2=C1)CCC[C@@H](NC=1C=NNC(C1C(F)(F)F)=O)C1CC1)=O)F)C(F)(F)F (R)-7-(6-amino-5-(trifluoromethyl)pyrazin-2-yl)-3-(4-cyclopropyl-4-((6-oxo-5-(trifluoromethyl)-1,6-dihydropyridazin-4-yl)amino)butyl)-6-fluoroquinazolin-4(3H)-one